ClC1=C(C2=C(SC3=C2N=CN=C3NC3CN(C3)C3=NC=C(C=N3)F)N=C1C)C 8-chloro-N-[1-(5-fluoropyrimidin-2-yl)azetidin-3-yl]-7,9-dimethyl-pyrido[3',2':4,5]thieno[3,2-d]pyrimidin-4-amine